5-(3-Fluoro-2-methylphenyl)-7-methoxyimidazo[1,2-a]Quinoxaline-4(5H)-on FC=1C(=C(C=CC1)N1C(C=2N(C3=CC=C(C=C13)OC)C=CN2)=O)C